C12C=3C=CC=CC3OCC2CCCNC1 8-Oxa-14-azatricyclo[8.5.0.02,7]pentadeca-2(7),3,5-triene